1-(4-(2-(6-(4-(Hydroxymethyl)phenyl)imidazo[1,2-a]pyrazin-3-yl)pyrimidin-4-yl)piperazin-1-yl)ethan-1-one OCC1=CC=C(C=C1)C=1N=CC=2N(C1)C(=CN2)C2=NC=CC(=N2)N2CCN(CC2)C(C)=O